6-phenylimidazo[1,2-a]pyrazin C1(=CC=CC=C1)C=1N=CC=2N(C1)C=CN2